C(C)(C)(C)OC(C(CCCC1CCCC1)NC(=O)OC(C)(C)C)=O.C(C=C)(=O)OCCC[Si](OCC)(C)C {3-(acryloyloxy)propyl}dimethylethoxysilane tert-butyl-2-(tert-butoxycarbonylamino)-5-cyclopentylpentanoate